3-(4-methylpyridin-2-yl)-5,5-diphenylpentan-2-one CC1=CC(=NC=C1)C(C(C)=O)CC(C1=CC=CC=C1)C1=CC=CC=C1